C1(=CC=CC=C1)C1=NC(=NC(=N1)C1=CC=C(C=C1)C1=CC=C(C2=CC=CC=C12)C1=CC=C(C=C1)C1=CC=C(C#N)C=C1)C1=CC=CC=C1 4-(4-{4-[4-(diphenyl-1,3,5-triazin-2-yl)phenyl]naphthalen-1-yl}phenyl)benzonitrile